C1(CCCCCCCCCCC1)N1CC(OC(C1)C)C 4-cyclododecyl-2,6-dimethylmorpholine